(E)-1-(4,6-bis(benzyloxy)-2-hydroxy-3-methoxyphenyl)-3-(4-(5-((tetrahydro-2H-pyran-2-yl)oxy)pentyl)phenyl)prop-2-en-1-one C(C1=CC=CC=C1)OC1=C(C(=C(C(=C1)OCC1=CC=CC=C1)C(\C=C\C1=CC=C(C=C1)CCCCCOC1OCCCC1)=O)O)OC